(2S)-2-(3-bromobenzenesulfonamido)-3-(3-cyanophenyl)propanoic acid BrC=1C=C(C=CC1)S(=O)(=O)N[C@H](C(=O)O)CC1=CC(=CC=C1)C#N